3-(5-((2-(5-((4,6-Difluoro-1H-indol-5-yl)oxy)-2-fluorophenyl)-1H-imidazol-5-yl)methyl)thiophen-2-yl)propanoic acid FC1=C2C=CNC2=CC(=C1OC=1C=CC(=C(C1)C=1NC(=CN1)CC1=CC=C(S1)CCC(=O)O)F)F